BrC1=CC2=C(N=C(S2)N(C)C)C=C1 6-bromo-N,N-dimethylbenzothiazole-2-amine